trans-4-(trifluoromethyl)cyclohexanecarbaldehyde FC([C@@H]1CC[C@H](CC1)C=O)(F)F